3-iodo-4-methoxybenzoic acid IC=1C=C(C(=O)O)C=CC1OC